(1R,2R)-2-methoxy-N-methylcyclopropan-1-amine hydrochloride Cl.CO[C@H]1[C@@H](C1)NC